CC1=C(OC2=C(C=C(C=C2C1=O)C)[C@@H](C)NC1=C(C(=O)O)C(=CC=C1)F)C=1C=CC=2N(C1)C=C(N2)C 2-[[(1R)-1-[3,6-Dimethyl-2-(2-methylimidazo[1,2-a]pyridin-6-yl)-4-oxo-chromen-8-yl]ethyl]amino]-6-fluoro-benzoic acid